2-(2-methoxyphenyl)phenol COC1=C(C=CC=C1)C1=C(C=CC=C1)O